(±)-N-(2,6-dioxopiperidin-3-yl)-5-(4-(piperidin-4-yl)piperazin-1-yl)pyridinecarboxamide trihydrochloride Cl.Cl.Cl.O=C1NC(CC[C@H]1NC(=O)C1=NC=C(C=C1)N1CCN(CC1)C1CCNCC1)=O |r|